C=1N=CN2C1C1=CC=CC=C1[C@H]2C2OCCCC2O ((S)-5H-Imidazo[5,1-a]isoindol-5-yl)tetrahydro-2H-pyran-3-ol